C(C=C)(=O)N1CC(C1)C1=CN(C=2C(=NNC(C21)=O)N)C2=CC=C(C=C2)OC2=CC=CC=C2 3-(1-acryloylazetidin-3-yl)-7-amino-1-(4-phenoxyphenyl)-1,5-dihydro-4H-pyrrolo[2,3-d]pyridazin-4-one